COC=1C=C2C(=NC=NC2=CC1OC1CCNCC1)OC1=CC=C(C=C1)[N+](=O)[O-] 6-methoxy-4-(4-nitrophenoxy)-7-((piperidin-4-yl)oxy)quinazoline